(2R)-2-(6-{5-chloro-2-[(oxacyclohex-4-yl)amino]pyridin-4-yl}-1-oxo-2,3-dihydro-1H-isoindol-2-yl)-N-[(1S)-2-hydroxy-1-(3-methylphenyl)ethyl]propionamide ClC=1C(=CC(=NC1)NC1CCOCC1)C1=CC=C2CN(C(C2=C1)=O)[C@@H](C(=O)N[C@H](CO)C1=CC(=CC=C1)C)C